4-((cyanomethyl)sulfonyl)-N-((2-(6-((cis)-2,6-dimethylmorpholino)-4-fluoropyridin-2-yl)-1,6-naphthyridin-7-yl)methyl)benzamide C(#N)CS(=O)(=O)C1=CC=C(C(=O)NCC2=NC=C3C=CC(=NC3=C2)C2=NC(=CC(=C2)F)N2C[C@@H](O[C@@H](C2)C)C)C=C1